2-[6-(3-methylpiperazin-1-yl)pyridazin-3-yl]-5-{[(pyridin-2-yl)methyl]amino}pyridin-3-ol dihydrochloride Cl.Cl.CC1CN(CCN1)C1=CC=C(N=N1)C1=NC=C(C=C1O)NCC1=NC=CC=C1